N1CC(CC1)CNC(C1=CC=CC=C1)=O N-((pyrrolidin-3-yl)methyl)benzamide